COC(=O)C1CN(CC1)S(N(CC(NCC(NCC#C)=O)=O)C1CCN(CC1)[C@H](C)C1=CC=CC2=CC=CC=C12)(=O)=O 1-(N-(1-((R)-1-(naphthalen-1-yl)ethyl)piperidin-4-yl)-N-(2-oxo-2-((2-oxo-2-(prop-2-yn-1-ylamino)ethyl)amino)ethyl)sulfamoyl)pyrrolidine-3-carboxylic acid methyl ester